trans-4-((3-(1-Cyclopropyl-1H-pyrazol-4-yl)phenyl)((trans-4-(4-methoxy-3-methylphenyl)cyclohexyl)methyl)carbamoyl)-cyclohexyl ethylcarbamate C(C)NC(O[C@@H]1CC[C@H](CC1)C(N(C[C@@H]1CC[C@H](CC1)C1=CC(=C(C=C1)OC)C)C1=CC(=CC=C1)C=1C=NN(C1)C1CC1)=O)=O